COC1=C(OC2=CC=C(C=C2)C=2NC=3N(N=CC3C3CN(C3)C#CC)C2C(=O)N)C=CC=C1 2-(4-(2-methoxyphenoxy)phenyl)-7-(1-propynylazetidin-3-yl)-1H-imidazo[1,2-b]Pyrazole-3-carboxamide